tert-Butyl 4-[4-[3-cyano-4-[2-(5-fluoro-2-pyridyl)-2-hydroxy-ethoxy]pyrazolo[1,5-a]pyridin-6-yl]-5-methyl-triazol-1-yl]piperidine-1-carboxylate C(#N)C=1C=NN2C1C(=CC(=C2)C=2N=NN(C2C)C2CCN(CC2)C(=O)OC(C)(C)C)OCC(O)C2=NC=C(C=C2)F